(3-methylmorpholin-3-yl)methanol CC1(NCCOC1)CO